C1=C(C=CC=2SC3=C(C21)C=CC=C3)N3C=NC2=C3C3=C(OC2=O)C=CC=C3 1-(Dibenzothien-2-yl)-[1]benzopyrano[3,4-d]imidazol-4(1H)-one